3-(4,6-difluoro-1-oxo-5-(piperidin-4-yl)isoindolin-2-yl)piperidine-2,6-dione FC1=C2CN(C(C2=CC(=C1C1CCNCC1)F)=O)C1C(NC(CC1)=O)=O